Cl.Cl.FC(C=1N(C=C(N1)C=1C=CC(=NC1C)N[C@@H]1CNCC1)C)F 5-[2-(difluoromethyl)-1-methyl-1H-imidazol-4-yl]-6-methyl-N-[(3S)-pyrrolidin-3-yl]pyridin-2-amine, dihydrochloride salt